N-(1-cyclopropyl-2-oxo-1,2-dihydropyridin-3-yl)-2-((1S,4R)-1-(fluoromethyl)-2-oxabicyclo[2.2.1]heptan-4-yl)-7-isopropoxyimidazo[1,2-a]pyridine-6-carboxamide C1(CC1)N1C(C(=CC=C1)NC(=O)C=1C(=CC=2N(C1)C=C(N2)[C@@]21CO[C@@](CC2)(C1)CF)OC(C)C)=O